7alpha-Hydroxyandrost-4-ene O[C@H]1[C@H]2[C@@H]3CCC[C@@]3(C)CC[C@@H]2[C@]2(CCCC=C2C1)C